C1(CC1)C=1N=CN(C1)C=1C(=CC(=C(C(=O)NC2=NC(=CC=C2)C=2N3C(=NN2)CC[C@@H]3C=C)C1)F)C (R)-5-(4-cyclopropyl-1H-imidazol-1-yl)-2-fluoro-4-methyl-N-(6-(5-vinyl-6,7-dihydro-5H-pyrrolo[2,1-c][1,2,4]triazol-3-yl)pyridin-2-yl)benzamide